4-((2,5-difluorophenyl)amino)-N-methyl-3-(2-methyl-2H-tetrazol-5-yl)benzenesulfonamide FC1=C(C=C(C=C1)F)NC1=C(C=C(C=C1)S(=O)(=O)NC)C=1N=NN(N1)C